3-(1H-benzimidazol-4-ylamino)propan-1-ol N1C=NC2=C1C=CC=C2NCCCO